O=C1NN=C(C2=CC=CC=C12)C=1C=C(C=CC1)NS(=O)(=O)NC(OC(C)(C)C)=O tert-butyl (N-(3-(4-oxo-3,4-dihydrophthalazin-1-yl)phenyl) sulfamoyl)carbamate